1-Cyclopentyl-6-[(2-methoxyphenoxy)methyl]-1H-pyrazolo[3,4-d]pyrimidin-4(5H)-one C1(CCCC1)N1N=CC2=C1N=C(NC2=O)COC2=C(C=CC=C2)OC